N-(2-ethylaminophenyl)-N'-(3,4-dimethyl-phenyl)-1,2-ethylenediamine C(C)NC1=C(C=CC=C1)NCCNC1=CC(=C(C=C1)C)C